C1(CCCCC1)CCN1C[C@H](CCC1)C1=NN(C(N1)=O)C=1C=CC(=C2C=CC(NC12)=O)O (s)-8-(3-(1-(2-cyclohexylethyl)piperidin-3-yl)-5-oxo-4,5-dihydro-1H-1,2,4-triazol-1-yl)-5-hydroxyquinolin-2(1H)-one